NCCC=1C=C(C=CC1)NC=1C(=NC(=C(N1)N(C)C(C)C)Br)C(=O)N 3-((3-(2-aminoethyl)phenyl)amino)-6-bromo-5-(isopropyl-(methyl)amino)pyrazine-2-carboxamide